1-(3-cyanophenyl)-N-(2-fluoro-6-(hydroxymethyl)phenyl)-3-(trifluoromethyl)-1H-pyrazole-5-carboxamide C(#N)C=1C=C(C=CC1)N1N=C(C=C1C(=O)NC1=C(C=CC=C1CO)F)C(F)(F)F